(S)-N'-((1,2,3,5,6,7-hexahydro-s-indacen-4-yl)carbamoyl)-6-(2-hydroxy-propan-2-yl)pyridine-3-sulfonimidamide C1CCC2=C(C=3CCCC3C=C12)NC(=O)N=[S@@](=O)(N)C=1C=NC(=CC1)C(C)(C)O